butyl 3-[(3,4-dimethoxyphenyl)(hydroxy)(phenyl)methyl]azetidine-1-carboxylate COC=1C=C(C=CC1OC)C(C1CN(C1)C(=O)OCCCC)(C1=CC=CC=C1)O